sodium (E)-2-(2-methylphenyl)-methoxyiminoacetate CC1=C(C=CC=C1)\C(\C(=O)[O-])=N/OC.[Na+]